2-[[6-chloro-3-(4,4-difluorocyclohexyl)-4-quinolyl]amino]benzoic acid ClC=1C=C2C(=C(C=NC2=CC1)C1CCC(CC1)(F)F)NC1=C(C(=O)O)C=CC=C1